1-Methyl-2-(6-trifluoromethoxy-benzothiazol-2-ylamino)-1H-benzoimidazole-5-carboxylic acid (2-morpholin-4-yl-2-oxo-ethyl)-amide N1(CCOCC1)C(CNC(=O)C1=CC2=C(N(C(=N2)NC=2SC3=C(N2)C=CC(=C3)OC(F)(F)F)C)C=C1)=O